OC1=C(C(N(C=C1C)C)=O)NC(N[C@@H](CC(=O)OCC)C1=CC(=CC=C1)CC1=CC=C(C=C1)C)=O ethyl (S)-3-(3-(4-hydroxy-1,5-dimethyl-2-oxo-1,2-dihydropyridin-3-yl)ureido)-3-(3-(4-methyl benzyl)phenyl)propanoate